ClC=1C=C(C=CC1N[C@H]1CCC2=CC=CC=C12)S(=O)(=O)NC1=NC=NS1 (S)-3-chloro-4-((2,3-dihydro-1H-inden-1-yl)amino)-N-(1,2,4-thiadiazol-5-yl)benzenesulfonamide